N1=CC=C(C=C1)C=1C=C(N)C=C(C1)C1=CC=NC=C1 3,5-di-4-pyridinyl-aniline